C1(=CC=CC2=CC=CC=C12)OC1CCC(CC1)=O 4-(naphthoxy)cyclohexanone